isopropyl-9h-thioxanthen-9-one CC(C)C1=C2C(=CC=C1)SC3=CC=CC=C3C2=O